COC1=C(C=CC(=C1)C(F)(F)F)C=1C=2N(C(=NN1)NC1CC(C1)(O)C)C=CC2 (1s,3s)-3-((1-(2-methoxy-4-(trifluoromethyl)phenyl)pyrrolo[1,2-d][1,2,4]triazin-4-yl)amino)-1-methylcyclobutan-1-ol